NC1=C(C=CC(=C1)C(F)(F)F)C1=C(N=C(N1C)CC1=CC=C(C=C1)OC)C(=O)OCC ethyl 5-(2-amino-4-(trifluoromethyl)phenyl)-2-(4-methoxybenzyl)-1-methyl-1H-imidazole-4-carboxylate